CC1=C(NC=C1)C=1SC(=CN1)[N+](=O)[O-] 2-(methyl-l-2-azolyl)-5-nitrothiazole